NCCCNCC1=CC=C(C(=O)NC2=CC=C(C=C2)S(=O)(=O)N2CCN(CC2)C2=CC(=CC(=C2)C(F)(F)F)Cl)C=C1 4-[(3-aminopropylamino)methyl]-N-[4-[4-[3-chloro-5-(trifluoromethyl)phenyl]piperazin-1-yl]sulfonylphenyl]benzamide